FC(COCC(C(F)F)(F)F)(C(F)F)F bis(2,2,3,3-tetrafluoropropyl) ether